C(C)(=O)C1=CN(C2=CC=C(C=C12)C=1C=NC(=NC1)OC)CC(=O)N1[C@@H](C[C@H](C1)F)C(=O)NC=1C(=C(C=CC1)C1=C(C=CC=C1)Cl)F (2S,4R)-1-(2-(3-acetyl-5-(2-methoxypyrimidin-5-yl)-1H-indol-1-yl)acetyl)-N-(2'-chloro-2-fluorobiphenyl-3-yl)-4-fluoropyrrolidine-2-carboxamide